N-(5-fluoro-6-(4-(2-methyltetrahydrothiophen-2-yl)-1H-imidazol-1-yl)pyridin-3-yl)-7-(trifluoromethyl)chromane-3-carboxamide FC=1C=C(C=NC1N1C=NC(=C1)C1(SCCC1)C)NC(=O)C1COC2=CC(=CC=C2C1)C(F)(F)F